(S)-1-(pyrrolidin-1-yl)propan-2-ol N1(CCCC1)C[C@H](C)O